ClC1=C(C=CC=C1)N1C(N(C(C1=O)=O)C1CN(C(C1)=O)C1=C(C=CC=C1)F)=O 1-(2-chlorophenyl)-3-[1-(2-fluorophenyl)-5-oxopyrrolidine-3-yl]imidazolidine-2,4,5-trione